C(C)OC=1C=C(C=CC1OCC)CC(=O)O 3,4-diethoxyphenylacetic acid